ClC=1C=CC(=C(C1)[C@]1(C(NC2=C1C=NC(=C2)C(F)(F)F)=O)C)OC (3S)-3-(5-chloro-2-methoxyphenyl)-3-methyl-6-(trifluoromethyl)-1H-pyrrolo[3,2-c]pyridin-2(3H)-one